O=C1NC(CCC1N1C(N(C2=C1C=CC(=C2)N2CCN(CC2)C2CCN(CC2)C(=O)OC(C)(C)C)C)=O)=O Tert-butyl 4-(4-(1-(2,6-dioxopiperidin-3-yl)-3-methyl-2-oxo-2,3-dihydro-1H-benzo[d]imidazol-5-yl)piperazin-1-yl)piperidine-1-carboxylate